C(C)(C)(C)C=1C=C(C(=O)N=C2NCCN2)C=CC1NC1=CC(=CC=C1)OCC1OCCOC1 3-tert-butyl-4-({3-[(1,4-dioxan-2-yl)methoxy]phenyl}amino)-N-[(2E)-imidazolidin-2-ylidene]benzamide